C(C)(C)(C)OC(=O)NCC=1C=C(C=CC1)C=1C=C2C(=NN(C2=CC1)C)NC1=C(C=CC=C1)CC(=O)O 2-(2-((5-(3-(((tert-butoxycarbonyl)amino)methyl)phenyl)-1-methyl-1H-indazol-3-yl)amino)phenyl)acetic acid